2,4,6-tris(9H-carbazol-9-yl)-3,5-bis(3,6-diphenylcarbazol-9-yl)benzonitrile C1=CC=CC=2C3=CC=CC=C3N(C12)C1=C(C#N)C(=C(C(=C1N1C2=CC=C(C=C2C=2C=C(C=CC12)C1=CC=CC=C1)C1=CC=CC=C1)N1C2=CC=CC=C2C=2C=CC=CC12)N1C2=CC=C(C=C2C=2C=C(C=CC12)C1=CC=CC=C1)C1=CC=CC=C1)N1C2=CC=CC=C2C=2C=CC=CC12